NC1(CC=CC=C1)C(C1=CC=CC=C1)=O p-amino-4'-benzophenone